2-Methylazetidine-3-carboxylic acid CC1NCC1C(=O)O